NC1=NC=NN2C1=C(N=C2C2CCC(CC2)N2C[C@@H](N(CC2)C(=O)OC(C)(C)C)C)C2=C(C=C(C=C2)OC2=CC=CC=C2)F (S)-tert-butyl 4-(4-(4-amino-5-(2-fluoro-4-phenoxyphenyl)imidazo[5,1-f][1,2,4]triazin-7-yl)cyclohexyl)-2-methylpiperazine-1-carboxylate